CN1CC(C1)(C)C(O)(C1=CC=C(C=C1)OC(F)(F)F)C1=CC=C(C=C1)OC1CCOCC1 (1,3-Dimethyl-azetidin-3-yl)-[4-(tetrahydro-pyran-4-yloxy)-phenyl]-(4-trifluoromethoxy-phenyl)-methanol